(S,E)-N-(2-(2-cyano-4,4-difluoropyrrolidin-1-yl)-2-oxoethyl)-3-(4-(3-(piperazin-1-yl)propoxy)styryl)isonicotinamide 2,2,2-trifluoroacetate FC(C(=O)O)(F)F.C(#N)[C@H]1N(CC(C1)(F)F)C(CNC(C1=C(C=NC=C1)\C=C\C1=CC=C(C=C1)OCCCN1CCNCC1)=O)=O